F[C@@H]1[C@@H](C1)NC(C1=C(C=CC=C1OC)O)=O N-[(1R,2S)-2-fluorocyclopropyl]-2-hydroxy-6-methoxy-benzamide